methoxy-pyridazine-3-carboxylic acid COC1=C(N=NC=C1)C(=O)O